4-amino-1-benzyl-6-(trifluoromethyl)pyrimidin-2-one NC1=NC(N(C(=C1)C(F)(F)F)CC1=CC=CC=C1)=O